ClC1=CC=C(CN2C(=NC=3N(C(N(C(C23)=O)CCCO)=O)C)C2(CCC(CC2)N(C)C)F)C=C1 7-(4-chlorobenzyl)-8-(4-(dimethylamino)-1-fluorocyclohexyl)-1-(3-hydroxypropyl)-3-methyl-3,7-dihydro-1H-purine-2,6-dione